(3R,7R)-2-(4-chloro-3-(trifluoromethyl)benzoyl)-9-(1-(5-(2-hydroxypropan-2-yl)pyrazin-2-yl)ethyl)-3,7-dimethyl-1,2,3,4,8,9-hexahydropyrido[4',3':3,4]pyrazolo[1,5-a]pyrazin-10(7H)-one ClC1=C(C=C(C(=O)N2CC=3C(=NN4C3C(N(C[C@H]4C)C(C)C4=NC=C(N=C4)C(C)(C)O)=O)C[C@H]2C)C=C1)C(F)(F)F